N-[5-(2,6-difluoro-4-methoxyphenyl)-2-(3-fluoropyridin-2-yl)-1-methyl-3-oxo-2,3-dihydro-1H-pyrazol-4-yl]-4-(trifluoromethoxy)benzamide FC1=C(C(=CC(=C1)OC)F)C1=C(C(N(N1C)C1=NC=CC=C1F)=O)NC(C1=CC=C(C=C1)OC(F)(F)F)=O